Cl.NC/C(/CN1N=C2N(C=CC(=C2)C2=CC3=C(OCO3)C=C2)C1=O)=C\F 2-[(2E)-2-(aminomethyl)-3-fluoroprop-2-en-1-yl]-7-(1,3-benzodioxol-5-yl)[1,2,4]triazolo[4,3-a]pyridin-3(2H)-one hydrochloride